alanine aspartate N[C@@H](CC(=O)O)C(=O)O.N[C@@H](C)C(=O)O